Tert-butyl 4-(2-((((9H-fluoren-9-yl)methoxy)carbonyl)amino)-6-((tert-butoxycarbonyl)amino)hexanamido)-5-((6-dodecanamidohexyl)amino)-5-oxopentanoate C1=CC=CC=2C3=CC=CC=C3C(C12)COC(=O)NC(C(=O)NC(CCC(=O)OC(C)(C)C)C(=O)NCCCCCCNC(CCCCCCCCCCC)=O)CCCCNC(=O)OC(C)(C)C